1-(tert-Butyl)-3-(2-(pyridin-3-yl)phenyl)-5-methyl-pyrazol-4-ol C(C)(C)(C)N1N=C(C(=C1C)O)C1=C(C=CC=C1)C=1C=NC=CC1